N-(3-(2-chlorophenyl)-1-(6-methoxypyridin-3-yl)-1-oxopropan-2-yl)-1H-indole-2-carboxamide ClC1=C(C=CC=C1)CC(C(=O)C=1C=NC(=CC1)OC)NC(=O)C=1NC2=CC=CC=C2C1